FC(C=1C(=NC=CC1)C1=CCN(CC1)C(=O)OC(C)(C)C)(F)F tert-Butyl 4-(3-(trifluoromethyl)pyridin-2-yl)-5,6-dihydropyridine-1(2H)-carboxylate